O1CC(CC1)CN1N=C2N=CC(=CC2=C1)C(=O)N 2-((tetrahydrofuran-3-yl)methyl)-2H-pyrazolo[3,4-b]Pyridine-5-carboxamide